2,2,3,3-tetrafluoropropyl-2-(2-methoxyethoxy)ethyl ether FC(CC(COCC(CC(C(F)F)(F)F)OCCOC)OCCOC)(C(F)F)F